2'-chloro-6'-(4-methoxybenzyl)spiro[cyclopentane-1,5'-pyrrolo[3,4-b]pyridin]-7'(6'H)-one ClC1=CC=C2C(=N1)C(N(C21CCCC1)CC1=CC=C(C=C1)OC)=O